9,9-diphenyl-2-bromo-fluorene C1(=CC=CC=C1)C1(C2=CC=CC=C2C=2C=CC(=CC12)Br)C1=CC=CC=C1